O1CCC2=C1C=C(C=C2)C(C)N2CCC(CC2)N2N=CC(=C2)C(=O)OCC Ethyl 1-(1-(1-(2,3-dihydrobenzofuran-6-yl) ethyl) piperidin-4-yl)-1H-pyrazole-4-carboxylate